C(C)N(C1=CC=C(C=C1)B1OC(C(O1)(C)C)(C)C)C N-ethyl-N-methyl-4-(4,4,5,5-tetramethyl-1,3,2-dioxaborolan-2-yl)aniline